FC(C=1C=C(C=CC1F)C=1C=C2C(=NC1)C=NN2CC2=CC(=NO2)C)F 5-[[6-[3-(Difluoromethyl)-4-fluoro-phenyl]pyrazolo[4,3-b]pyridin-1-yl]methyl]-3-methyl-isoxazole